[5-(2-chloro-5-fluoropyridin-4-yl)-1-{[2-(trimethylsilyl)ethoxy]methyl}pyrazole-3-carbonyl]-4-azaspiro[2.5]octane-7-carboxylic acid methyl ester COC(=O)C1CCNC2(CC2C(=O)C2=NN(C(=C2)C2=CC(=NC=C2F)Cl)COCC[Si](C)(C)C)C1